5-bromo-3,3,7-trifluoro-indol-2-one BrC=1C=C2C(C(NC2=C(C1)F)=O)(F)F